zinc(II) ferrocyanide [Fe-4](C#N)(C#N)(C#N)(C#N)(C#N)C#N.[Zn+2].[Zn+2]